N-(octadecanoyl)-1-beta-glucosyl-sphinganine C(CCCCCCCCCCCCCCCCC)(=O)N[C@@H](C(O)[C@H]1[C@H](O)[C@@H](O)[C@H](O)[C@H](O1)CO)[C@H](O)CCCCCCCCCCCCCCC